Tert-butyl 5-bromo-3',6'-dihydro-[2,4'-bipyridine]-1'(2'H)-carboxylate BrC=1C=CC(=NC1)C=1CCN(CC1)C(=O)OC(C)(C)C